5-chloro-2-methyl-pyrimidine-4-carboxylic acid ClC=1C(=NC(=NC1)C)C(=O)O